C(C)C(CN1C(=C(C(C2=C(C=C(C=C12)O)O)=O)O)C1=CC(=C(C=C1)O)OC)CCCC N-(2-ethylhexyl)-2-(3-methoxy-4-hydroxyphenyl)-3,5,7-trihydroxyquinolin-4-one